ethoxypropoxypropyl cyanoacetate C(#N)CC(=O)OCCCOCCCOCC